C1NCC12CN(CC2)C(=O)[O-] 2,6-diazaspiro[3.4]octane-6-carboxylate